4-(2-amino-2-methylpropanoyl)-N-(1-(trans-4-(((trans-4-aminocyclohexyl)amino)methyl)cyclohexyl)-2-oxo-1,2-dihydropyrimidin-4-yl)piperazine-1-carboxamide hydrochloride salt Cl.NC(C(=O)N1CCN(CC1)C(=O)NC1=NC(N(C=C1)[C@@H]1CC[C@H](CC1)CN[C@@H]1CC[C@H](CC1)N)=O)(C)C